C(C=C)(=O)O.C(=C)CC(=O)O.ClC1=C(C=C(OCC(=O)NC23CC(C2)(C3)C#C)C=C1)F 2-(4-chloro-3-fluoro-phenoxy)-N-(1-ethynyl-3-bicyclo[1.1.1]Pentanyl)acetamide vinyl-Acetate Acrylate